CSCCC(=O)C1C(C2=CC=C(C=C2C1=O)OC=1C=C2C(C(C(C2=CC1)=O)C(CCSC)=O)=O)=O 2-[3-(methylsulfanyl)propanoyl]-5-({2-[3-(methylsulfanyl)propanoyl]-1,3-dioxo-2,3-dihydro-1H-inden-5-yl}oxy)-2,3-dihydro-1H-indene-1,3-dione